FC1N(C2=CC=CC=C2C1)C(=O)C1C(CCNC1)(C(=O)O)CC(N(C1=CC=CC=C1)C1CCOCC1)=O 5-(fluoroindoline-1-carbonyl)-4-[2-oxo-2-(N-tetrahydropyran-4-ylanilino)ethyl]piperidine-4-carboxylic acid